N-cyclopentyl-N'-cyclohexylcyclohexa-2,5-diene-1,4-dicarboxamide C1(CCCC1)NC(=O)C1C=CC(C=C1)C(=O)NC1CCCCC1